NC1=CC2=CN(N=C2C=C1C(F)F)C1CCC(CC1)C(=O)OC (1R,4R)-methyl 4-(5-amino-6-(difluoromethyl)-2H-indazol-2-yl)cyclohexanecarboxylate